C(C)(C)(C)N(C(=O)C1[C@H]2CN(C[C@@H]12)C(=O)C1=NNC(=C1)C(C)C)C (1R,5S,6r)-N-Tert-butyl-N-methyl-3-[5-(propan-2-yl)-1H-pyrazol-3-carbonyl]-3-azabicyclo[3.1.0]hexan-6-carboxamid